((1R)-1-(4-oxo-4-phenyl-2-(pyrazine-2-carboxamido)butanamido)-4-phenylbutyl)boronic acid O=C(CC(C(=O)N[C@@H](CCCC1=CC=CC=C1)B(O)O)NC(=O)C1=NC=CN=C1)C1=CC=CC=C1